CC=1C(=NC=CC1)N=[N+]=[N-] methylpyridylazide